1-((2S,5R)-5-(4-(imidazo[1,2-a]pyridin-6-ylamino)-6-(pyridin-3-yl)pyrimidin-2-yl)-2-methylpiperidin-1-yl)ethan-1-one N=1C=CN2C1C=CC(=C2)NC2=NC(=NC(=C2)C=2C=NC=CC2)[C@@H]2CC[C@@H](N(C2)C(C)=O)C